(1s,4r,5r)-5-[[5-cyclopropyl-3-(2-fluoro-6-methylphenyl)-1,2-oxazol-4-yl]methoxy]-2-[(4-methoxyphenyl)methyl]-2-azabicyclo[2.2.1]heptane-3-one C1(CC1)C1=C(C(=NO1)C1=C(C=CC=C1C)F)CO[C@H]1[C@@H]2C(N([C@H](C1)C2)CC2=CC=C(C=C2)OC)=O